CC/C=C/C/C=C/C=C/C=C/CCC(=O)N 11-tetradecatetraenamide